S(=O)(=O)(O)C1=CC=C(C=C1)C1=CC(=CC(=C1)C(=O)OC)C(=O)OC 4-sulfophenyl-3,5-dimethoxyformylbenzene